(E)-1-(tert-butyl)-3-(2-ethoxyvinyl)-1H-pyrazole-4-carboxylic acid C(C)(C)(C)N1N=C(C(=C1)C(=O)O)\C=C\OCC